1,2-bis(benzimidazol-2-yl)ethylene N1=C(NC2=C1C=CC=C2)C=CC=2NC1=C(N2)C=CC=C1